1-[(adamantan-1-yl)methyl-5-methyl-1H-pyrazol-4-yl]-6-{3-[(1,3-benzothiazol-2-yl)amino]-5H,6H,7H,8H-pyrido[2,3-c]pyridazin-8-yl}pyridine-2-carboxylate C12(CC3CC(CC(C1)C3)C2)CN2N=CC(=C2C)N2C(C=CC=C2N2CCCC3=C2N=NC(=C3)NC=3SC2=C(N3)C=CC=C2)C(=O)[O-]